4-(7-(3,4-dimethoxyphenyl)pyrazolo[1,5-a]pyrimidine-2-carboxamido)-3-fluorobenzoic acid COC=1C=C(C=CC1OC)C1=CC=NC=2N1N=C(C2)C(=O)NC2=C(C=C(C(=O)O)C=C2)F